(2r,3s,5r)-2-(((6-(4-(difluoromethyl)-5-fluoropyrimidin-2-yl)bicyclo[4.1.0]hept-3-yl)oxy)methyl)-5-methyl-3-(methylsulfonyl)pyrrolidine-1-carboxylic acid methyl ester COC(=O)N1[C@@H]([C@H](C[C@H]1C)S(=O)(=O)C)COC1CC2CC2(CC1)C1=NC=C(C(=N1)C(F)F)F